(S)-3-(2-amino-[1,2,4]triazolo[1,5-a]pyridin-7-yl)-2,6-difluoro-N-(2,2,3-trifluoro-3-(4-fluorophenyl)propyl)benzamide NC1=NN2C(C=C(C=C2)C=2C(=C(C(=O)NCC([C@H](C3=CC=C(C=C3)F)F)(F)F)C(=CC2)F)F)=N1